Br[NH-] Bromoamide